(±)-phenethyl 2-((2-phenylprop-1-en-1-yl)oxy)propanoate C1(=CC=CC=C1)C(=CO[C@@H](C(=O)OCCC1=CC=CC=C1)C)C |r|